The molecule is an iminium ion obtained by protonation of the imino group of Methyl violet 2B free base. It is a conjugate acid of a Methyl violet 2B free base. CN(C)C1=CC=C(C=C1)C(=C2C=CC(=[N+](C)C)C=C2)C3=CC=C(C=C3)N